(R)-N-(3-(4-chlorobenzyl)tetrahydrofuran-3-yl)-4-(3-cyano-3-methylazetidine-1-carbonyl)-5-methyl-1H-pyrrole-2-sulfonamide ClC1=CC=C(C[C@@]2(COCC2)NS(=O)(=O)C=2NC(=C(C2)C(=O)N2CC(C2)(C)C#N)C)C=C1